oxygen molybdenum fluoride [Mo](F)(F)(F)F.[O]